ferric perfluorostearate FC(C(=O)[O-])(C(C(C(C(C(C(C(C(C(C(C(C(C(C(C(C(F)(F)F)(F)F)(F)F)(F)F)(F)F)(F)F)(F)F)(F)F)(F)F)(F)F)(F)F)(F)F)(F)F)(F)F)(F)F)(F)F)F.[Fe+3].FC(C(=O)[O-])(C(C(C(C(C(C(C(C(C(C(C(C(C(C(C(C(F)(F)F)(F)F)(F)F)(F)F)(F)F)(F)F)(F)F)(F)F)(F)F)(F)F)(F)F)(F)F)(F)F)(F)F)(F)F)(F)F)F.FC(C(=O)[O-])(C(C(C(C(C(C(C(C(C(C(C(C(C(C(C(C(F)(F)F)(F)F)(F)F)(F)F)(F)F)(F)F)(F)F)(F)F)(F)F)(F)F)(F)F)(F)F)(F)F)(F)F)(F)F)(F)F)F